N-[(3S,4R,5S)-3-fluoro-1-methyl-5-methyl-4-piperidyl]-5-[3-(4-mesyl-2-anisidino)-1-propynyl]-3-(2,2,2-trifluoroethyl)-1,7a-diaza-7-indenecarboxamide F[C@H]1CN(C[C@@H]([C@H]1NC(=O)C1=CC(=CC2=C(C=NN12)CC(F)(F)F)C#CCNC=1C(OC)=CC=C(C1)S(=O)(=O)C)C)C